3-Chlorobenzyl ((2S)-3-cyclohexyl-1-(((2S)-1-(diethoxyphosphoryl)-1-hydroxy-5-(methyl(phenethyl)amino)-5-oxopentan-2-yl)amino)-1-oxopropan-2-yl)carbamate C1(CCCCC1)C[C@@H](C(=O)N[C@H](C(O)P(=O)(OCC)OCC)CCC(=O)N(CCC1=CC=CC=C1)C)NC(OCC1=CC(=CC=C1)Cl)=O